2,5-dioxabicyclo[2.2.1]heptan-7-yl methacrylate C(C(=C)C)(=O)OC1C2OCC1OC2